4-(4-((1r,5s)-3,6-diazabicyclo[3.1.1]hept-3-yl)-6-chloro-8-fluoro-2-(((2s,4r)-4-fluoro-1-methylpyrrolidin-2-yl)methoxy)quinazolin-7-yl)-7-fluorobenzo[d]thiazol-2-amine [C@@H]12CN(C[C@@H](N1)C2)C2=NC(=NC1=C(C(=C(C=C21)Cl)C2=CC=C(C1=C2N=C(S1)N)F)F)OC[C@H]1N(C[C@@H](C1)F)C